4-((2-chloro-4-fluorobenzyl)amino)-2-((1-methyl-1H-pyrazol-4-yl)amino)pyrimidin-5-carboxamide ClC1=C(CNC2=NC(=NC=C2C(=O)N)NC=2C=NN(C2)C)C=CC(=C1)F